tert-Butyl (9S)-9-methyl-12-azatricyclo[6.3.1.02,7]dodeca-2,4,6-triene-12-carboxylate C[C@@H]1C2C3=CC=CC=C3C(CC1)N2C(=O)OC(C)(C)C